2-(4-chlorobenzyl)oxirane ClC1=CC=C(CC2OC2)C=C1